N(=[N+]=[N-])CCCCOC=1C=C2C(N(C(C2=CC1)=O)C1C(NC(CC1)=O)=O)=O 5-(4-Azidobutoxy)-2-(2,6-Dioxopiperidin-3-Yl)Isoindoline-1,3-Dione